ClC1=CC=C(C=C1)[C@@]1(N(C(C2=CC(=CC(=C12)F)C(CC)(C1CCN(CC1)C)O)=O)CC1=NC=C(C=N1)Cl)O[C@@H]1CC(CC1)=O (3R)-3-(4-chlorophenyl)-2-[(5-chloropyrimidin-2-yl)methyl]-4-fluoro-6-[1-hydroxy-1-(1-methylpiperidin-4-yl)propyl]-3-[(3S)-oxocyclopent-3-yloxy]-2,3-dihydro-1H-isoindol-1-one